4-(2-(ethoxymethoxy)-3,4-difluorophenyl)-N-(1-methylpiperidin-3-yl)-5,6,7,8-tetrahydrophthalazin-1-amine C(C)OCOC1=C(C=CC(=C1F)F)C1=NN=C(C=2CCCCC12)NC1CN(CCC1)C